C1(=CC=CC=C1)C=1N=NN(C1)CC1=CC=C(C=C1)C1=NOC(=N1)OC(=O)N1CCCC1 (3-(4-((4-phenyl-1H-1,2,3-triazol-1-yl)methyl)phenyl)-1,2,4-oxadiazol-5-yl)pyrrolidine-1-carboxylate